N,N'-diisopropyl ethylenediamine (E)-3,7-Dimethylocta-2,6-dien-1-yl palmitat C(CCCCCCCCCCCCCCC)(=O)OC\C=C(\CCC=C(C)C)/C.C(C)(C)NCCNC(C)C